5-((1-(isoxazole-5-carbonyl)azetidin-3-yl)oxy)isoindolin-1-one O1N=CC=C1C(=O)N1CC(C1)OC=1C=C2CNC(C2=CC1)=O